C(C)[C@H]1[C@H](NC([C@H]1F)=O)COC=1N=CC=C2C=C(C(=NC12)OC)C(=O)N 8-((2S,3S,4S)-3-ethyl-4-fluoro-5-oxo-pyrrolidin-2-ylmethoxy)-2-methoxy-[1,7]naphthyridine-3-carboxylic acid amide